O[C@](N)(CC(C)C)C(=O)O α-hydroxyleucine